FC1=C(CC2=NN3C(=NC(=C(C3=N2)C=2C=CC3=C(N(C=N3)C)C2)C=2OC=CN2)N)C(=CC=C1)F 2-(2,6-difluorobenzyl)-8-(1-methyl-1H-benzo[d]imidazol-6-yl)-7-(oxazol-2-yl)-[1,2,4]triazolo[1,5-c]pyrimidin-5-amine